C(C)(C)(C)OC(=O)N[C@H]1CN(C[C@@H](C1)F)C1=NC=2N(C=C1)N=CC2C(=O)NC=2C(=NN(C2)C2CCC(CC2)C(=O)OC)C(F)(F)F Methyl 4-[4-[[5-[(3R,5R)-3-(tert-butoxycarbonylamino)-5-fluoro-1-piperidyl]pyrazolo[1,5-a]pyrimidine-3-carbonyl]amino]-3-(trifluoromethyl)pyrazol-1-yl]cyclohexanecarboxylate